2,7-bis(4-(10H-phenothiazin-10-yl)phenyl)-9H-carbazole C1=CC=CC=2SC3=CC=CC=C3N(C12)C1=CC=C(C=C1)C1=CC=2NC3=CC(=CC=C3C2C=C1)C1=CC=C(C=C1)N1C2=CC=CC=C2SC=2C=CC=CC12